ClC=1C=CC2=C(OCCN(S2(=O)=O)[C@@H]([C@H](C)C2=C(C(=CC=C2F)C)C)C2=NNC(O2)=O)C1[C@H](C)N(C)C 5-((1S,2R)-1-(7-chloro-6-((S)-1-(dimethylamino)ethyl)-1,1-dioxido-3,4-dihydro-2H-benzo[b][1,4,5]oxathiazepin-2-yl)-2-(6-fluoro-2,3-dimethylphenyl)propyl)-1,3,4-oxadiazol-2(3H)-one